octylethoxysulfuric acid C(CCCCCCC)C(C)OOS(O)(=O)=O